4-fluorobicyclo[2.2.1]heptan-1-amine hydrochloride Cl.FC12CCC(CC1)(C2)N